ClC1=NC(=NN2C1=C(C(=C2)C2=NN(C=C2)C(C)C)C)C2=NC=CC=C2 4-Chloro-6-(1-isopropyl-1H-pyrazol-3-yl)-5-methyl-2-(pyridin-2-yl)pyrrolo[2,1-f][1,2,4]triazine